4-(N,N-dimethylamino)-pyridine CN(C)C1=CC=NC=C1